tert-butyl 4-[4-(4-{1-[(tert-butoxy)carbonyl]-1,2,3,6-tetrahydropyridin-4-yl}thiophene-2-amido)-2-fluorophenyl]-1,2,3,6-tetrahydropyridine-1-carboxylate C(C)(C)(C)OC(=O)N1CCC(=CC1)C=1C=C(SC1)C(=O)NC1=CC(=C(C=C1)C=1CCN(CC1)C(=O)OC(C)(C)C)F